Francium benzenedisulfonate C=1(C(=CC=CC1)S(=O)(=O)[O-])S(=O)(=O)[O-].[Fr+].[Fr+]